N-(3-Cyano-5-(trifluoromethyl)phenyl)-6-(pyrazolo[1,5-a]pyrazin-3-carbonyl)-4,5,6,7-tetrahydrothieno[2,3-c]pyridin-3-carboxamid C(#N)C=1C=C(C=C(C1)C(F)(F)F)NC(=O)C1=CSC=2CN(CCC21)C(=O)C=2C=NN1C2C=NC=C1